tert-butyl (1R,5S)-6-[[6-[[6-(2,6-dichlorophenyl)-8-methyl-7-oxo-pyrido[2,3-d]pyrimidin-2-yl]amino]-3-pyridyl]oxymethyl]-3-azabicyclo[3.1.0]hexane-3-carboxylate ClC1=C(C(=CC=C1)Cl)C1=CC2=C(N=C(N=C2)NC2=CC=C(C=N2)OCC2[C@H]3CN(C[C@@H]23)C(=O)OC(C)(C)C)N(C1=O)C